(4R)-4-(aminomethyl)-N-methyl-N-(3-methylphenyl)-3,4-dihydro-2H-1-benzopyran-7-amine NC[C@@H]1CCOC2=C1C=CC(=C2)N(C2=CC(=CC=C2)C)C